B([O-])([O-])[O-].B([O-])([O-])[O-].[B+3].[B+3].OC(C)(C)C(C)(C)O pinacol diboron bisborate